N-(4-(4-(2-isopropoxyethyl)piperazin-1-yl)pyridin-2-yl)-6-(5-methyl-1H-pyrazol-4-yl)benzo[d]thiazol-2-amine C(C)(C)OCCN1CCN(CC1)C1=CC(=NC=C1)NC=1SC2=C(N1)C=CC(=C2)C=2C=NNC2C